ClC=1C=C(C=CC1F)NC(=O)C1=C(N=CN1C)C1CC2CC(CC2C1)(C(C)(C)O)O N-(3-chloro-4-fluorophenyl)-4-(5-hydroxy-5-(2-hydroxypropan-2-yl)-octahydropentalen-2-yl)-1-methyl-1H-imidazole-5-carboxamide